6-(3-methoxyphenyl)-1-[2-oxo-2-(2-thienyl)ethyl]-3H-imidazo[4,5-b]pyridin-2-one COC=1C=C(C=CC1)C=1C=C2C(=NC1)NC(N2CC(C=2SC=CC2)=O)=O